C(OC[C@]1(COC[C@H](O1)COC1=CC=C(C=C1)C=1C=C(C(NC1C(F)(F)F)=O)C(=O)N)C)([2H])([2H])[2H] 5-(4-(((2s,6s)-6-((methoxy-d3)methyl)-6-methyl-1,4-dioxan-2-yl)methoxy)phenyl)-2-oxo-6-(trifluoromethyl)-1,2-dihydropyridine-3-carboxamide